NC=1C=CC(=C(C1)S(=O)(=O)O)C 5-Amino-2-methylbenzenesulfonic acid